4,4,5,5-tetramethyl-2-(10-phenyl-9-anthryl)-1,3,2-dioxaborolan CC1(OB(OC1(C)C)C=1C2=CC=CC=C2C(=C2C=CC=CC12)C1=CC=CC=C1)C